N,2-diethyl-4-[[3-[1-prop-2-ynyl-3-(trifluoromethyl)pyrazol-4-yl]imidazo[1,2-a]pyrazin-8-yl]amino]benzamide C(C)NC(C1=C(C=C(C=C1)NC=1C=2N(C=CN1)C(=CN2)C=2C(=NN(C2)CC#C)C(F)(F)F)CC)=O